ClC1=CC=C(C(=N1)NC=1C=NN(C1)C(F)F)[N+](=O)[O-] 6-Chloro-N-(1-(difluoromethyl)-1H-pyrazol-4-yl)-3-nitropyridin-2-amine